C(C)(C)OC1=NC=CC=C1C1=CC=C(C=C1)CCCC(=O)O 4-[4-(2-isopropoxy-3-pyridyl)phenyl]butanoic acid